2-Methylheptanol CC(CO)CCCCC